FC=1C(=NC(=NC1)N[C@@H]1[C@@H](CN(CC1)S(=O)(=O)C)C)C1=C(C2=C(C(NC2=O)(C)C)S1)C 2-(5-Fluoro-2-(((3R,4S)-3-methyl-1-(methylsulfonyl)piperidin-4-yl)amino)pyrimidin-4-yl)-3,6,6-trimethyl-5,6-dihydro-4H-thieno[2,3-c]pyrrol-4-one